ClC=1C=NC=CC1CC(=O)NC1=CCN(C=C1)C(C#C)(C)C 4-[[2-(3-Chloro-4-pyridyl)acetyl]amino]-N-(1,1-dimethylprop-2-ynyl)pyridin